FC(C(=O)O)(F)F.ClC=1C=NC=C(C1[C@@H](C)OC=1C=C2C(=NNC2=CC1)C1=CC2=C(OCCN2CC(F)(F)F)N=C1)Cl (R)-7-(5-(1-(3,5-dichloropyridin-4-yl)ethoxy)-1H-indazol-3-yl)-1-(2,2,2-trifluoro-ethyl)-2,3-dihydro-1H-pyrido[2,3-b][1,4]oxazine 2,2,2-trifluoroacetate